C(C)NC(NC1=NC=C2C=C(C=3N(C2=C1)C=CN3)C=3C=NC(=CC3C)C(CC)=O)=O 3-ethyl-1-[4-(4-methyl-6-propionylpyridin-3-yl)imidazo[1,2-a]1,6-naphthyridin-8-yl]urea